(S)-2-amino-N-methyl-2-phenylacetamide N[C@H](C(=O)NC)C1=CC=CC=C1